trimellitic acid 1-cyanoethyl-2-phenylimidazole salt C(#N)C(C)C=1N=C(NC1)C1=CC=CC=C1.C(C=1C(C(=O)O)=CC(C(=O)O)=CC1)(=O)O